OC(=O)C(F)(F)F.FC1=C(C=C(C=C1)N1CCNCC1)C1C(NC(CC1)=O)=O 3-(2-Fluoro-5-(piperazin-1-yl)phenyl)piperidine-2,6-dione TFA salt